(1s,2r)-2-methyl-cyclopropane-1-carboxylic acid C[C@H]1[C@H](C1)C(=O)O